[3-(2-Chloro-7-morpholin-4-yl-quinazolin-4-yl)-4-fluoro-phenyl](2-methyl-2H-pyrazol-3-yl)-methanol ClC1=NC2=CC(=CC=C2C(=N1)C=1C=C(C=CC1F)C(O)C=1N(N=CC1)C)N1CCOCC1